C(C)(C)(C)OC(=O)N1CC(CCC1)N1C(C(=CC2=C1N=C(N=C2)NCCOCCOS(=O)(=O)C2=CC=C(C=C2)C)N2CCN(C1=C(C=CC=C21)C)C(=O)OCC2=CC=CC=C2)=O benzyl 4-[8-(1-tert-butoxycarbonyl-3-piperidyl)-7-oxo-2-[2-[2-(p-tolylsulfonyloxy)ethoxy]ethylamino]pyrido[2,3-d]pyrimidin-6-yl]-8-methyl-2,3-dihydroquinoxaline-1-carboxylate